4-(bis(tert-butoxycarbonyl) amino)-6-chloro-5-fluoronicotinate C(C)(C)(C)OC(=O)N(C1=C(C(=NC=C1C(=O)[O-])Cl)F)C(=O)OC(C)(C)C